N-methyl-N-ethyl-benzenamine CN(C1=CC=CC=C1)CC